CC(CCCC(C)OCCCC=O)C 4-((6-methylheptan-2-yl)oxy)butanal